O[C@@H]1[C@@H]([C@H]([C@@H](O[C@@H]1CO)C(=O)N(C=1C=C(C=CC1)C)[C@@H]1[C@H](CCCC1)O)OC)N1N=NC(=C1)C1=CC(=C(C(=C1)F)F)F (2R,3R,4S,5R,6R)-5-Hydroxy-N-((1S,2S)-2-hydroxycyclohexyl)-6-(hydroxymethyl)-3-methoxy-N-(m-tolyl)-4-(4-(3,4,5-trifluorophenyl)-1H-1,2,3-triazol-1-yl)tetrahydro-2H-pyran-2-carboxamid